tert-butyl (2-oxo-1-(4-(trifluoromethyl)phenyl)-1,2,3,4-tetrahydro-1,7-naphthyridin-3-yl)carbamate O=C1N(C2=CN=CC=C2CC1NC(OC(C)(C)C)=O)C1=CC=C(C=C1)C(F)(F)F